7-(methoxymethyloxy)-6-(4,4,5,5-tetramethyl-1,3,2-dioxaborolan-2-yl)quinoline COCOC1=C(C=C2C=CC=NC2=C1)B1OC(C(O1)(C)C)(C)C